2,2'-di-t-butyl-5,5'-dimethyl-4,4'-sulfonyl-diphenol C(C)(C)(C)C1=C(C=C(C(=C1)S(=O)(=O)C1=CC(=C(C=C1C)O)C(C)(C)C)C)O